(E)-3-(6-amino-pyridin-3-yl)-N-((5-(3,5-dimethyl-isoxazol-4-yl)-7-(4-fluoro-phenyl)benzofuran-2-yl)methyl)acrylamide NC1=CC=C(C=N1)/C=C/C(=O)NCC=1OC2=C(C1)C=C(C=C2C2=CC=C(C=C2)F)C=2C(=NOC2C)C